[Bi]=O.[Pd] palladium bismuth oxide